CN1C(C2=C(C(=C1)C1=C(OC=3C=C(OCCOC4CCN(CC4)C(=O)OC(C)(C)C)C=CC3)C=CC(=C1)NC(CC)=O)C=CN2)=O tert-butyl 4-[2-[3-[2-(6-methyl-7-oxo-1H-pyrrolo[2,3-c]pyridin-4-yl)-4-(propanoylamino)phenoxy]phenoxy]ethoxy]piperidine-1-carboxylate